COC([C@]1(N(CCC1)C(C(C)C)=O)CC=C)=O (R)-1-isobutyryl-2-allyl-proline methyl ester